3-(4-fluorobenzylidene)isoindolin-1-one FC1=CC=C(C=C2NC(C3=CC=CC=C23)=O)C=C1